C(C)(C)(C)OC(=O)N1C2CN(CC1CC2)C2=NC=C(C=C2)C=2C=1N(C=C(C2)OCC(C)(C)O)N=C(C1)C#N 3-(5-(cyano-6-(2-hydroxy-2-methylpropyloxy)pyrazolo[1,5-a]pyridin-4-yl)pyridin-2-yl)-3,8-diazabicyclo[3.2.1]octane-8-carboxylic acid tert-butyl ester